1-methyl-1H-imidazo[4,5-c]pyridine-7-carboxylic acid CN1C=NC=2C=NC=C(C21)C(=O)O